OC1=C(C=CC(=C1)O)C=1N=C(SC1)NC(CCO)=O N-(4-(2,4-dihydroxyphenyl)thiazol-2-yl)-3-hydroxypropionamide